C(C)(C)(C)OC(=O)NCCOC(C(CC)OCCCC\C=C/C\C=C/C\C=C/C\C=C/C\C=C/CC)=O.COCCNC=O N-methoxyethylformamide 2-((Tert-butoxycarbonyl)amino)ethyl-2-((5Z,8Z,11Z,14Z,17Z)-icosa-5,8,11,14,17-pentaen-1-yloxy)butanoate